ClC1=NC(=CC(=N1)N1CC2(C(C2C1)\C=C\OC)CC)C(F)(F)F (E)-3-(2-chloro-6-(trifluoromethyl)pyrimidin-4-yl)-1-ethyl-6-(2-methoxyvinyl)-3-azabicyclo[3.1.0]hexane